NC1=CC(=NN1CC(=O)N1C[C@@]2(CC1)C1=C(NC(O2)=O)C=CC(=C1F)Cl)C1(CC1)C (R)-1'-(2-(5-Amino-3-(1-methylcyclopropyl)-1H-pyrazol-1-yl)acetyl)-6-chloro-5-fluorospiro[benzo[d][1,3]oxazine-4,3'-pyrrolidin]-2(1H)-one